C(C)(C)(C)OC(NCCN(CC#C)C)=O.CC1=C(C(=O)NC=2C=CC=3N(C2)C(=NN3)SCCC)C=C(C=C1)C 2,5-dimethyl-N-(3-(propylsulfanyl)-[1,2,4]triazolo[4,3-a]pyridin-6-yl)benzamide tert-Butyl-N-[2-[methyl(prop-2-ynyl)amino]ethyl]carbamate